O[C@@]1(CN(CCOC1)C(=O)OC(C)(C)C)C tert-butyl (R)-6-hydroxy-6-methyl-1,4-oxazepane-4-carboxylate